N'-(4-Fluorophenyl)-N-[4-[7-methoxy-6-(methylcarbamoyl)quinolin-4-yl]oxyphenyl]cyclopropane-1,1-dicarboxamide FC1=CC=C(C=C1)NC(=O)C1(CC1)C(=O)NC1=CC=C(C=C1)OC1=CC=NC2=CC(=C(C=C12)C(NC)=O)OC